(7-(3-((2,2-difluoro-3-(4-fluorophenyl)-3-hydroxypropyl)carbamoyl)-2-fluoro-4-methylphenyl)-[1,2,4]triazolo[1,5-a]pyridin-2-yl)carbamic acid tert-butyl ester C(C)(C)(C)OC(NC1=NN2C(C=C(C=C2)C2=C(C(=C(C=C2)C)C(NCC(C(O)C2=CC=C(C=C2)F)(F)F)=O)F)=N1)=O